4-(4-(difluoromethoxy)-1-((5-methoxy-7-methyl-1H-indol-4-yl)methyl)piperidin-2-yl)benzoic acid FC(OC1CC(N(CC1)CC1=C2C=CNC2=C(C=C1OC)C)C1=CC=C(C(=O)O)C=C1)F